3-methoxy-N-((4-methoxyphenyl)(methyl)(oxo)-λ6-sulfaneylidene)-4-(5-(trifluoromethyl)-1,2,4-oxadiazol-3-yl)benzamide COC=1C=C(C(=O)N=S(=O)(C)C2=CC=C(C=C2)OC)C=CC1C1=NOC(=N1)C(F)(F)F